2-(3-methyl-1,2-oxazol-5-yl)ethan-1-ol CC1=NOC(=C1)CCO